C(C)(C)(C)C1=CN=C(S1)N1C(CN(CC1)CC=1C(=C(C=C(C1)Cl)N1C(C2=C(N=C(N=C2)C)CC1)=O)C(F)(F)F)C 6-(3-((4-(5-(tert-butyl)thiazol-2-yl)-3-methylpiperazin-1-yl)methyl)-5-chloro-2-(trifluoromethyl)phenyl)-2-methyl-7,8-dihydropyrido[4,3-d]pyrimidin-5(6H)-one